1-(4-Cyclohexanesulfonyl-phenyl)-3-(1H-pyrazol-4-ylmethyl)-urea C1(CCCCC1)S(=O)(=O)C1=CC=C(C=C1)NC(=O)NCC=1C=NNC1